CC(C=O)(C)C=1C=NN(C1)C 2-methyl-2-(1-methyl-1H-pyrazol-4-yl)propan-1-one